COC(CCS(=O)(=O)C)C=1C=CC(=NC1)N1N=CC(=C1)C1=C2C(=NC=C1)NC=N2 7-(1-(5-(1-methoxy-3-(methylsulfonyl)propyl)pyridin-2-yl)-1H-pyrazol-4-yl)-3H-imidazo[4,5-b]pyridine